tert-butyl (2R,4R)-4-[(2-chloro-4-methyl-pyrimidine-5-carbonyl)amino]-2-methyl-piperidine-1-carboxylate ClC1=NC=C(C(=N1)C)C(=O)N[C@H]1C[C@H](N(CC1)C(=O)OC(C)(C)C)C